dicyclohexyl-[2,6-di(prop-2-yloxy)phenyl]phosphine C1(CCCCC1)P(C1=C(C=CC=C1OC(C)C)OC(C)C)C1CCCCC1